N1CC(C1)C=1C=NC(=NC1)C=1C=C(C(=O)N[C@@H](C=2NC3=CC=CC=C3C2)C2=C(C=CC(=C2)F)O)C=C(C1)C (R)-3-(5-(azetidin-3-yl)pyrimidin-2-yl)-N-((5-fluoro-2-hydroxyphenyl)(1H-indol-2-yl)methyl)-5-methylbenzamide